4,6-bis(mercaptomethylthio)-1,3-dithiane SCSC1SCSC(C1)SCS